CN(C)CC1=CC=C(C=C1)C(C)=O 1-(4-((dimethylamino)methyl)phenyl)ethan-1-one